C(C=C(C(=O)O)CC(=O)O)(=O)O.C(C)(=O)O acetic acid, aconitate salt